[N+](=O)([O-])C1=CC=C(C=C1)OP(O)=O phosphonic acid O-(4-nitrophenyl) ester